C([C@H](O)[C@@H](O)C(=O)O)(=O)O.CC1(C(N(C2=CC=CC=C12)C1CCN(CC1)C([C@H](CCC1=CC=CC=C1)NC(=O)[C@H]1CNCCC1)=O)=O)C (R)-N-((S)-1-(4-(3,3-dimethyl-2-oxoindolin-1-yl)piperidin-1-yl)-1-oxo-4-phenylbutan-2-yl)piperidine-3-carboxamide L-tartaric acid salt